FC(C1=C(N=NC(=C1)NC1CC(C1)(C)O)C1=C(C=O)C=CC=C1OCOCC)(F)F (4-trifluoromethyl-6-(((cis)-3-hydroxy-3-methylcyclobutyl)amino)pyridazin-3-yl)-3-(ethoxymethoxy)benzaldehyde